FC=1C=C(C=CC1)N(C(C(C)(N1N=CN=C1)C)=O)CC1=NC=C(C=C1)C1=NOC(=N1)C(F)(F)F N-(3-fluorophenyl)-2-methyl-2-(1H-1,2,4-triazol-1-yl)-N-({5-[5-(trifluoromethyl)-1,2,4-oxadiazol-3-yl]pyridin-2-yl}methyl)propanamide